2,3-dihydropyrrolizine C1CCN2C=CC=C12